BrC1=CC=2C(=C3C=C(C(C=C3OC2C(=C1O)[Hg])=O)Br)C1=C(C=CC=C1)C(=O)O [2,7-dibromo-9-(2-carboxyphenyl)-3-hydroxy-6-oxoxanthen-4-yl]mercury